F[P-](F)(F)(F)(F)F.[Fe+] iron(I) hexafluorophosphate